1,1-diphenylhydrazine C1(=CC=CC=C1)N(N)C1=CC=CC=C1